dipropoxystearyl methoxymethyl ether COCOCCCCCCCCCCCCCCCCCC(OCCC)OCCC